hexamethylenebis[5-(p-chlorophenyl)biguanide] ClC1=CC=C(C=C1)NC(NC(NCCCCCCNC(=N)NC(=N)NC1=CC=C(C=C1)Cl)=N)=N